tert-Butyl ((2-chloro-[1,1'-biphenyl]-4-yl)methyl)(3-((3-((6-(2-methylpyridin-4-yl)-1-(tetrahydro-2H-pyran-2-yl)-1H-indazol-4-yl)amino)propyl)amino)-3-oxopropyl)carbamate ClC1=C(C=CC(=C1)CN(C(OC(C)(C)C)=O)CCC(=O)NCCCNC1=C2C=NN(C2=CC(=C1)C1=CC(=NC=C1)C)C1OCCCC1)C1=CC=CC=C1